The molecule is a tropane alkaloid that consists of tropane bearing carboxy and hydroxy substituents at positions 2 and 3 respectively and having (1R,2R,3S,5S)-configuration. It is both a metabolite of and a precursor to cocaine. It has a role as a metabolite and a mouse metabolite. It is a tropane alkaloid and a 2-hydroxy monocarboxylic acid. CN1[C@H]2CC[C@@H]1[C@H]([C@H](C2)O)C(=O)O